CC(C(=O)OC)C(=O)OC 1,3-dimethyl 2-methylpropanedioate